(S)-3-(4-fluoro-2',5,6'-trimethyl-[1,1'-biphenyl]-3-yl)-3-((S)-2-(3-(2-(5-Azaspiro[2.3]hexane-5-yl)ethyl)-5-methyl-6-oxopyridazin-1(6H)-yl)-4-Methylvalerylamino)propionate FC1=C(C=C(C=C1C)C1=C(C=CC=C1C)C)[C@H](CC(=O)[O-])NC([C@H](CC(C)C)N1N=C(C=C(C1=O)C)CCN1CC2(CC2)C1)=O